COC1=CC=C(C(C2=CC=C(C=C2)OC)(C2=CC=CC=C2)[C@@]2(C[C@H](O)[C@@H](CO)O2)N2C(=O)NC(=O)C(C)=C2)C=C1 (4,4'-dimethoxytrityl)-deoxythymidine